N-hydroxy-2-(5-(trifluoromethyl)pyrazin-2-yl)-1H-indole-4-carboxamide ONC(=O)C=1C=2C=C(NC2C=CC1)C1=NC=C(N=C1)C(F)(F)F